[I-].FC=1C=C(C=CC1)CCN 2-(m-fluorophenyl)ethylamine iodide